N-(1-(8-((3-methyl-4-((1-methyl-1H-benzo[d][1,2,3]triazol-5-yl)oxy)phenyl)amino)pyrimido[5,4-d]pyrimidin-2-yl)piperidin-4-yl)acrylamide CC=1C=C(C=CC1OC1=CC2=C(N(N=N2)C)C=C1)NC1=NC=NC2=C1N=C(N=C2)N2CCC(CC2)NC(C=C)=O